5-fluorobenzobenzotriazole FC1=CC2=C(NN=N2)C2=C1C=CC=C2